OC1CCNC12CCCCC2 hydroxy-4-azaspiro[4.5]decane